2,2,2-trifluoro-N-(1-methyl-1H-pyrazol-4-yl)acetamide FC(C(=O)NC=1C=NN(C1)C)(F)F